C(C)OC(CCOC1=CC2=C(N(CC(CS2(=O)=O)(CCCC)CCCC)C2=CC=CC=C2)C=C1Cl)=O 3-((3,3-Dibutyl-7-chloro-1,1-dioxo-5-phenyl-2,3,4,5-tetrahydro-1,5-benzothiazepin-8-yl)oxy)propanoic acid ethyl ester